CC=1C=NNC1CN (4-methyl-1H-pyrazol-5-yl)methanamine